ClC=1C=C(C=C(C1)Cl)N1N=C(C2=C1C=1C=C(C(=CC1OC2)OC)C=2C=C(C=CC2)NC(CNC(OC(C)(C)C)=O)=O)C(=O)N2C(COCC2)(C)C tert-butyl (2-((3-(1-(3,5-dichlorophenyl)-3-(3,3-dimethylmorpholine-4-carbonyl)-7-methoxy-1,4-dihydrochromeno[4,3-c]pyrazol-8-yl)phenyl)amino)-2-oxoethyl)carbamate